C(C)C1=C(C(=O)NCCNC(=O)[C@H]2NC[C@@H](C2)O)C=CC(=C1)NC=1C=2N(C=CN1)C(=CN2)C=2C(=NN(C2)C)C(F)(F)F (2S,4R)-N-[2-[[2-ethyl-4-[[3-[1-methyl-3-(trifluoromethyl)pyrazol-4-yl]imidazo[1,2-a]pyrazin-8-yl]amino]benzoyl]amino]ethyl]-4-hydroxypyrrolidine-2-carboxamide